COCOC1=C(C=CC(=C1)OCOC)C(C(F)(F)F)N(S(=O)C(C)(C)C)CC1=C(C(=CC=C1)[N+](=O)[O-])F N-{1-[2,4-bis(methoxymethoxy)phenyl]-2,2,2-trifluoroethyl}-N-[(2-fluoro-3-nitrophenyl)methyl]-2-methylpropane-2-sulfinamide